2-phenethylphenyl acetate C(C)(=O)OC1=C(C=CC=C1)CCC1=CC=CC=C1